2-[(4-pyrimidin-4-ylpiperazin-1-yl)methyl]-1,3-benzoxazole hemiformate C(=O)O.N1=CN=C(C=C1)N1CCN(CC1)CC=1OC2=C(N1)C=CC=C2.N2=CN=C(C=C2)N2CCN(CC2)CC=2OC1=C(N2)C=CC=C1